[Si](C)(C)(C(C)(C)C)OCCNC(CC1=C(C=CC(=C1)[N+](=O)[O-])N1CCN(CC1)C)=O N-(2-((tert-butyldimethylsilyl)oxy)ethyl)-2-(2-(4-methylpiperazin-1-yl)-5-nitrophenyl)acetamide